C[C@@]12C(CC[C@H]1[C@@H]1CC[C@@H]3CCCC[C@]3(C)[C@H]1CC2)=O 5b-androstan-17-one